5-mercaptopentane-1,3-diol SCCC(CCO)O